(S)-2-(2-((5-(1-aminoisoquinolin-5-yl)-1-(1-(ethoxycarbonyl)pyrrolidin-3-yl)-1H-indazol-3-yl)methoxy)-6-methylphenyl)acetic acid NC1=NC=CC2=C(C=CC=C12)C=1C=C2C(=NN(C2=CC1)[C@@H]1CN(CC1)C(=O)OCC)COC1=C(C(=CC=C1)C)CC(=O)O